((5-cyclopropyl-3-(2,6-dichlorophenyl)isoxazol-4-yl)methoxy)-2-oxabicyclo[2.2.2]octane-1-carboxylic acid C1(CC1)C1=C(C(=NO1)C1=C(C=CC=C1Cl)Cl)COC1OC2(CCC1CC2)C(=O)O